C1(CCC1)NC(=O)NC1=NC2=C(N1)C=CC(=C2)C2=C(C=CC(=C2)CC2=NNC(C1=CC=CC=C21)=O)F 1-cyclobutyl-3-(5-(2-fluoro-5-((4-oxo-3,4-dihydrophthalazin-1-yl)methyl)phenyl)-1H-benzimidazol-2-yl)urea